C(C)N(C=1C=C2OC3=CC(C4=C(C3=NC2=CC1)C=CC=C4)=NC(CCCCCCCCCCCCCCCCC)=O)CC 9-(diethylamino)-5-(octadecanoylimino)-5H-benzo[a]phenoxazine